trifluoromethanesulfonic acid diphenylamine salt C1(=CC=CC=C1)NC1=CC=CC=C1.FC(S(=O)(=O)O)(F)F